OC1=C(C=C(C(=C1O)O)O)C=CC1=CC=CC=C1 2,3,5,4-tetrahydroxystilbene